S(=O)(=O)(N)N Sulfamid